NC1=C(C=C2C(=N1)C(C=1C(=CC=CC1O2)Cl)=O)C2=CC=C(C=C2)N2CCN(CC2)C(=O)OC(C)(C)C tert-butyl 4-(4-(2-amino-9-chloro-10-oxo-10H-chromeno[3,2-b]pyridin-3-yl)phenyl)piperazine-1-carboxylate